N-[2,5-difluoro-4-(trifluoromethyl)phenyl]-5-pyrazolo[1,5-a]pyridin-7-yl-1H-pyrrole-3-sulfonamide FC1=C(C=C(C(=C1)C(F)(F)F)F)NS(=O)(=O)C1=CNC(=C1)C1=CC=CC=2N1N=CC2